C(CCC=CCCCCCCCCC)O 4-tetradecene-1-ol